C(C)N1C2=C([C@H]([C@H](C1=O)NC(C1=CC(=CC=C1)C(F)(F)F)=O)C1=CC=C(C=C1)F)C(=NN2C2=CC=CC=C2)C=CC(=O)Cl ((4R,5R)-7-ethyl-4-(4-fluorophenyl)-6-oxo-1-phenyl-5-(3-(trifluoromethyl)benzamido)-4,5,6,7-tetrahydro-1H-pyrazolo[3,4-b]pyridine-3-yl)acryloyl chloride